ClC=1C=C(C=NC1)[C@H]1N(OCC1)C1=CC(=NC=N1)NC1=CC=C(C=C1)N1CCN(CC1)C (S)-6-(3-(5-chloropyridin-3-yl)isoxazolidin-2-yl)-N-(4-(4-methylpiperazin-1-yl)phenyl)pyrimidin-4-amine